O=C1N(C=CC2=CC(=CC=C12)C=1C(=NNC1)C(F)(F)F)CC=1C=C(C(=O)NC2CCOCC2)C=CC1 3-((1-oxo-6-(3-(trifluoromethyl)-1H-pyrazol-4-yl)isoquinolin-2(1H)-yl)methyl)-N-(tetrahydro-2H-pyran-4-yl)benzamide